3-(4-methylimidazol-1-yl)-N-[4-methyl-3-[[3-(9-tetrahydropyran-2-ylpurin-6-yl)-2-pyridyl]amino]phenyl]-5-(trifluoromethyl)benzamide CC=1N=CN(C1)C=1C=C(C(=O)NC2=CC(=C(C=C2)C)NC2=NC=CC=C2C2=C3N=CN(C3=NC=N2)C2OCCCC2)C=C(C1)C(F)(F)F